(7-bromo-4-isopropoxybenzofuran-5-yl)methanol BrC1=CC(=C(C=2C=COC21)OC(C)C)CO